2-Cyanoethyl ((1R,2S,3R,5R)-5-(2-(diethoxyphosphoryl) ethyl)-3-(2,4-dioxo-3,4-dihydropyrimidin-1(2H)-yl)-2-methoxycyclopentyl) diisopropylphosphoramidite C(C)(C)N(P(OCCC#N)O[C@H]1[C@H]([C@@H](C[C@@H]1CCP(=O)(OCC)OCC)N1C(NC(C=C1)=O)=O)OC)C(C)C